O=C(C[C@H]1N(CCCC1)C=1C=C(C(NN1)=O)C(F)(F)F)N1CCN(CC1)C1=NC=C(C=N1)C(F)(F)F (S)-6-(2-(2-oxo-2-(4-(5-(trifluoromethyl)pyrimidin-2-yl)piperazin-1-yl)ethyl)piperidin-1-yl)-4-(trifluoromethyl)pyridazin-3(2H)-one